1-(1-(difluoromethyl)-2-oxo-1,2-dihydropyridin-4-yl)-1H-pyrazole-4-carbaldehyde FC(N1C(C=C(C=C1)N1N=CC(=C1)C=O)=O)F